2-(4-(benzyloxy)-2-(((tert-butyldimethylsilyl)oxy)methyl)phenyl)-1-(bicyclo[4.2.0]octa-1,3,5-trien-3-yl)-2-(4-bromophenyl)ethan-1-one C(C1=CC=CC=C1)OC1=CC(=C(C=C1)C(C(=O)C=1C=C2CCC2=CC1)C1=CC=C(C=C1)Br)CO[Si](C)(C)C(C)(C)C